N-(3-(3'-chloro-6-methoxy-5-((((5-oxopyrrolidin-2-yl)methyl)amino)methyl)-[2,4'-bipyridin]-2'-yl)-2-methylphenyl)-5-(((2-hydroxyethyl)amino)methyl)-4-methylpicolinamide ClC=1C(=NC=CC1C1=NC(=C(C=C1)CNCC1NC(CC1)=O)OC)C=1C(=C(C=CC1)NC(C1=NC=C(C(=C1)C)CNCCO)=O)C